ClC=1C=CC(=C(C1)NC(=O)C=1SC(=CC1)NC(CCCCCNC(CCC1=CC=C(C=C1)F)=O)=O)OCCOC N-(5-chloro-2-(2-methoxyethoxy)phenyl)-5-(6-(3-(4-fluorophenyl)propanamido)hexanamido)thiophene-2-carboxamide